C(C1=CC=CC=C1)OC(=O)N[C@H]1C/C=C/CNC([C@H]2CN(CCN2C=2C=CC=C1C2)C(=O)OC(C)(C)C)=O tert-butyl (7R,11E,14S)-14-{[(benzyloxy) carbonyl] amino}-8-oxo-2,5,9-triazatricyclo[13.3.1.02,7]nonadec-1(19),11,15,17-tetraene-5-carboxylate